CC(C)OC1=CC=C(C(=O)NC=2C=CC=C3C=CC(=NC23)C)C=C1 4-(1-Methylethoxy)-N-(2-methyl-8-quinolinyl)benzamide